tert-butyl N-[3-[1,1-difluoro-3-(4-methyl-5-sulfanyl-1,2,4-triazol-3-yl)propan-2-yl] phenyl]carbamate FC(C(CC1=NN=C(N1C)S)C=1C=C(C=CC1)NC(OC(C)(C)C)=O)F